5-(((1-acetylpiperidin-4-yl)methyl)thio)-2-bromobenzamide C(C)(=O)N1CCC(CC1)CSC=1C=CC(=C(C(=O)N)C1)Br